3-(4-chlorophenyl)-2-methylpropionic acid ClC1=CC=C(C=C1)CC(C(=O)O)C